CC=1C=NC=CN1 3-METHYL-PYRAZINE